3-cyclohexene-1-formic acid C1(CC=CCC1)C(=O)O